C1(CC1)NC(C1=C(C=C(C=C1OC)C1=CN=C2N1C=CC(=C2)C2CNCCC2)OC(F)F)=O N-cyclopropyl-2-(difluoromethoxy)-6-methoxy-4-[7-(3-piperidinyl)imidazo[1,2-a]pyridin-3-yl]benzamide